tert-butyl ((3S,6S)-6-(((tert-butyldimethylsilyl)oxy)methyl)-4-hydroxytetrahydro-2H-pyran-3-yl)carbamate [Si](C)(C)(C(C)(C)C)OC[C@@H]1CC([C@H](CO1)NC(OC(C)(C)C)=O)O